BrC1=CC=C(C(=N1)Cl)OC(COC)COC(C1=CC=CC=C1)(C1=CC=CC=C1)C1=CC=CC=C1 6-bromo-2-chloro-3-((1-methoxy-3-(trityloxy)propan-2-yl)oxy)pyridine